P(O\C=C\[C@H]1O[C@@H]([C@H]([C@H]([C@@H]1O[Si](C)(C)C)O[Si](C)(C)C)O[Si](C)(C)C)OC1=CC=C(C=C1)[N+](=O)[O-])([O-])=O ((E)-2-((2R,3R,4S,5S,6R)-6-(4-nitrophenoxy)-3,4,5-tri((trimethylsilyl) oxy) tetrahydro-2H-pyran-2-yl) vinyl) phosphonate